3-((7S,11S)-7,11-bis(tert-butoxycarbonyl)-2,2-dimethyl-4,9,17-trioxo-3-oxa-8,10,16-triazanonadecan-19-yl)-1-(pyridin-2-yl)-1H-imidazol-3-ium bromide [Br-].C(C)(C)(C)OC(=O)[C@H](CCC(OC(C)(C)C)=O)NC(N[C@@H](CCCCNC(CC[N+]1=CN(C=C1)C1=NC=CC=C1)=O)C(=O)OC(C)(C)C)=O